OC=1C=C2CC[C@@H]([C@@H](C2=CC1)C1=CC=C(C=C1)N1CCN(CC1)CC1=C(C=CC=C1)N1C(NC(CC1)=O)=O)C1=CC=CC=C1 1-(2-((4-(4-((1R,2S)-6-hydroxy-2-phenyl-1,2,3,4-tetrahydronaphthalen-1-yl)phenyl)piperazin-1-yl)methyl)phenyl)dihydropyrimidine-2,4(1H,3H)-dione